COC1=CC=C(C=C1)C1=C(CC(O1)CSC)S(=O)(=O)C1=CC=C(C=C1)OC 5-(4-methoxyphenyl)-4-((4-methoxyphenyl)sulfonyl)-2-((methylsulfanyl)methyl)-2,3-dihydrofuran